IC=1C=C(C=C)C=C(C1N)I 3,5-diiodo-4-aminostyrene